BrC=1C=C(C=C2C(=CNC12)C1=NC(=NC=C1C(F)(F)F)Cl)OC 7-Bromo-3-(2-chloro-5-(trifluoromethyl)pyrimidin-4-yl)-5-methoxy-1H-indole